COCCCCC1=CCC2=CC=CC=C12 3-(4-Methoxybutyl)-indene